oxazol-5-ylmethyl (4-((3-(dimethylcarbamoyl)-3-azabicyclo[3.1.1]heptan-6-yl)methyl)phenyl)carbamate CN(C(=O)N1CC2C(C(C1)C2)CC2=CC=C(C=C2)NC(OCC2=CN=CO2)=O)C